ethyl 9-[4-(trifluoromethyl)phenyl]-9H-carbazole-3-carboxylate FC(C1=CC=C(C=C1)N1C2=CC=CC=C2C=2C=C(C=CC12)C(=O)OCC)(F)F